ClC=1C=NC(=NC1)SC1=CC=CC2=C1NC(O2)=O 4-[(5-Chloropyrimidine-2-yl)thio]benzo[d]oxazole-2(3H)-one